methylcyclopropane-1-sulfonamide CC1(CC1)S(=O)(=O)N